P1(=O)(OC2=C(C(=C(C=C2)C(C)(C)C)CC=2C(=C(C=CC2C(C)(C)C)O1)C(C)(C)C)C(C)(C)C)[O-].[Na+] sodium methylenebis(2,4-di-tert-butylphenyl) phosphate